7-benzyl-1-isobutyl-N-(4-((tert-butoxycarbonyl)amino)butyl)octahydro-3aH-3,6-methanopyrrolo[3,2-b]pyridine-3a-carboxamide C(C1=CC=CC=C1)C1C2C3(NCC1CC3CN2CC(C)C)C(=O)NCCCCNC(=O)OC(C)(C)C